pyrrolidine trifluoromethanesulfonate FC(S(=O)(=O)O)(F)F.N1CCCC1